6-chloro-1-ethyl-7-fluoro-5-iodo-1,3-benzodiazole ClC=1C(=CC2=C(N(C=N2)CC)C1F)I